2-FLUOROPYRIMIDIN-5-YLBORONIC ACID FC1=NC=C(C=N1)B(O)O